quinazolin-8-yl (3S)-4-(N,3-dicyclohexyl-D-alanyl)-3-[(thiophen-2-ylmethyl)carbamoyl]piperazine-1-carboxylate C1(CCCCC1)N[C@H](CC1CCCCC1)C(=O)N1[C@@H](CN(CC1)C(=O)OC=1C=CC=C2C=NC=NC12)C(NCC=1SC=CC1)=O